C(C1=CC=CC=C1)OC(=O)N[C@H](CC(=O)OC(C)(C)C)C(OC)OC tert-butyl (R)-3-(((benzyloxy)carbonyl)amino)-4,4-dimethoxybutanoate